N[C@H]1[C@H](N(CC1)C1=CC(=CC(=N1)N1CC=2C(=NC=CC2C1=O)C1=C(C=CC=C1OC)F)C)C(C)(C)O 2-(6-((2s,3r)-3-amino-2-(2-hydroxypropan-2-yl)pyrrolidin-1-yl)-4-methylpyridin-2-yl)-4-(2-fluoro-6-methoxyphenyl)-2,3-dihydro-1H-pyrrolo[3,4-c]pyridin-1-one